2-(1-(1-(5-propylpyrimidin-2-yl)piperidin-4-yl)ethoxy)-5-(pyridin-4-yl)thiazolo[5,4-b]pyridin C(CC)C=1C=NC(=NC1)N1CCC(CC1)C(C)OC=1SC2=NC(=CC=C2N1)C1=CC=NC=C1